3,3'-Methylenebis[5-phenyloxazolidine] C(N1COC(C1)C1=CC=CC=C1)N1COC(C1)C1=CC=CC=C1